2-[(2,4-dichloropyrrolo[3,2-d]pyrimidin-5-yl)methoxy]ethyl-trimethyl-silane ClC=1N=C(C2=C(N1)C=CN2COCC[Si](C)(C)C)Cl